4-hydroxy-N-[4-(1H-indol-5-yl)-7-methoxy-1H-1,3-benzodiazol-2-yl]-4-methylpiperidine-1-carboxamide OC1(CCN(CC1)C(=O)NC1=NC2=C(N1)C(=CC=C2C=2C=C1C=CNC1=CC2)OC)C